tricyclo[3.1.1.03,6]heptane-6-carboxamide C12CC3CC(C31C(=O)N)C2